C(CCC)NC=1N(C2=C(N(S(C(C2=O)C2=CC=C(C=C2)Cl)(=O)=O)CC)N1)C 6-(butylamino)-3-(4-chlorophenyl)-1-ethyl-5-methyl-3,5-dihydroimidazo[4,5-c][1,2]thiazin-4(1H)-one 2,2-dioxide